NC1=NC=NN2C1=C(C=C2C=2C=C(C(=NC2)C)C(=O)NCC[C@@H](O)C2=CC=C(C=C2)Cl)C(F)(F)F 5-[4-amino-5-(trifluoromethyl)pyrrolo[2,1-f][1,2,4]triazin-7-yl]-N-[(3R)-3-(4-chlorophenyl)-3-hydroxypropyl]-2-methylpyridine-3-carboxamide